CS(=O)(=O)C1(CC1)C1=NC=CC(=C1)C(=O)O 2-(1-methanesulfonylcyclopropyl)pyridine-4-carboxylic acid